COC([C@H]([C@@H](C)O)NC(C1=CC=CC=C1)(C1=CC=CC=C1)C1=CC=CC=C1)=O.C1(CC1)C(C(=CN(C)C)C1=CC(=NO1)C)=O 1-cyclopropyl-3-(dimethylamino)-2-(3-methyl-1,2-oxazol-5-yl)prop-2-en-1-one methyl-(2S,3R)-3-hydroxy-2-(tritylamino)butanoate